γ-[bis(β-hydroxyethyl)]Aminopropyltriethoxysilane OCCN(CCC[Si](OCC)(OCC)OCC)CCO